NC1=C(C=C(C=C1)Br)NCC1(CC1)CCCOC1=C(C=NN1C)C1=CC(=CN(C1=O)C)C(=O)OC methyl 5-{5-[3-(1-{[(2-amino-5-bromophenyl) amino] methyl} cyclopropyl) propoxy]-1-methylpyrazol-4-yl}-1-methyl-6-oxopyridine-3-carboxylate